COC(C1CCN(CC1)C1=CC=C(C=C1)[C@@H]1C2=CC=CC=C2CCC12CCOCC2)OC (R)-1-(4-(4-(Dimethoxymethyl)piperidin-1-yl)phenyl)-2',3,3',4,5',6'-hexahydro-1H-spiro[naphthalene-2,4'-pyran]